tert-butyl ((R)-8-((7-fluoro-4-hydroxyquinolin-3-yl)sulfonyl)-1-oxa-8-azaspiro[4.5]decan-3-yl)((S)-2-hydroxy-3-(3-(N-methylsulfamoyl)phenoxy)propyl)carbamate FC1=CC=C2C(=C(C=NC2=C1)S(=O)(=O)N1CCC2(C[C@H](CO2)N(C(OC(C)(C)C)=O)C[C@@H](COC2=CC(=CC=C2)S(NC)(=O)=O)O)CC1)O